(methylamino)cyclohexanecarboxamide CNC1(CCCCC1)C(=O)N